(3R,5S)-5-(2-(bis(2,4-dimethoxybenzyl)amino)pyrimidin-5-yl)tetrahydrofuran-3-ol COC1=C(CN(C2=NC=C(C=N2)[C@@H]2C[C@H](CO2)O)CC2=C(C=C(C=C2)OC)OC)C=CC(=C1)OC